(Z)-1-(((1r,4r)-4-aminocyclohexyl)methyl)-3-((3,5-dimethyl-1H-pyrrol-2-yl)methylene)-6-(1-methyl-2-oxo-1,2-dihydropyridin-3-yl)indol-2-one hydrochloride Cl.NC1CCC(CC1)CN1C(\C(\C2=CC=C(C=C12)C=1C(N(C=CC1)C)=O)=C/C=1NC(=CC1C)C)=O